NC1=C(C(=NN1C)C1=CCC(C1)C1=CC(=CC=C1)Cl)C(=O)NC1=CC(=C(C=C1)F)Cl 5-Amino-N-(3-chloro-4-fluorophenyl)-3-(4-(3-chlorophenyl)cyclopent-1-en-1-yl)-1-methyl-1H-pyrazole-4-carboxamide